FC1=C(C(=C2C=CNC2=C1)S(=O)(=O)CCNC)OC=1C=C(C=CC1)C=1NC(=CN1)C(C)(O)C1=CC=CC=C1 1-(2-(3-((6-Fluoro-4-((2-(methylamino)ethyl)sulfonyl)-1H-indol-5-yl)oxy)phenyl)-1H-imidazol-5-yl)-1-phenylethan-1-ol